C(#N)C1=C(SC2=C1CN(CC2)CC2CCCCC2)NC(CC2=CC(=CC=C2)OCCOC)=O N-(3-Cyano-5-(cyclohexylmethyl)-4,5,6,7-tetrahydrothieno[3,2-c]pyridin-2-yl)-2-(3-(2-methoxyethoxy)phenyl)-acetamid